COCCOCCN1N=CC(=C1)C1=CC=C(O1)C(=O)NC=1C(=NN(C1)CCOCCOC)C1=NC=CC=C1 5-(1-(2-(2-methoxyethoxy)ethyl)-1H-pyrazol-4-yl)-N-(1-(2-(2-methoxyethoxy)ethyl)-3-(pyridin-2-yl)-1H-pyrazol-4-yl)furan-2-carboxamide